1-[4-[4-[6-Chloro-4-(trifluoromethyl)-2-pyridyl]piperazin-1-yl]sulfonylphenyl]-4-[[3-(dimethylamino)azetidin-1-yl]methyl]pyrrolidin-2-one ClC1=CC(=CC(=N1)N1CCN(CC1)S(=O)(=O)C1=CC=C(C=C1)N1C(CC(C1)CN1CC(C1)N(C)C)=O)C(F)(F)F